N1CC(C1)N1N=NN=C1CN1N=C(C(=C1)NC(=O)C=1C=NN2C1N=CC=C2)C2=C(C=CC(=C2)OC(F)F)OC(F)F N-[1-[[1-(azetidin-3-yl)tetrazol-5-yl]methyl]-3-[2,5-bis(difluoromethoxy)phenyl]pyrazol-4-yl]pyrazolo[1,5-a]pyrimidine-3-carboxamide